ClC1=C(C=2N=C(N=C(C2C(=N1)C)N1CCCCC1)SC)F 1-(7-chloro-8-fluoro-5-methyl-2-(methylthio)pyrido[4,3-d]pyrimidin-4-yl)piperidine